NC1=NC=NN2C1=CC=C2[C@]2([C@@H]([C@@H]([C@H](O2)COP(=O)(OC2=CC=CC=C2)N[C@H](C(=O)[O-])C(C)C)O)O)C#N (2S)-2-(((((2R,3S,4R,5R)-5-(4-aminopyrrolo[2,1-f][1,2,4]triazin-7-yl)-5-cyano-3,4-dihydroxytetrahydrofuran-2-yl) methoxy) (phenoxy) phosphoryl) amino)-3-methylbutanoate